N-(4-bromo-5-chloropyridin-2-yl)-2-(pyridin-3-yl)propanamide BrC1=CC(=NC=C1Cl)NC(C(C)C=1C=NC=CC1)=O